C(CCCCCC\C=C/C\C=C/CCCCC)C=1C=C(C=C(O)C1)O 5-((8Z,11Z)-Heptadeca-8,11-dien-1-yl)resorcinol